C(C)(C)(C)OC(NC1=CC(=NC(=C1)C(=O)N1CC2=CC=CC=C2C1)Cl)=O (2-Chloro-6-(isoindoline-2-carbonyl)pyridin-4-yl)carbamic acid tert-butyl ester